6-(2,6-dichlorophenyl)-8-isobutyl-2-(methylthio)pyrido[2,3-d]pyrimidin-7(8H)-one ClC1=C(C(=CC=C1)Cl)C1=CC2=C(N=C(N=C2)SC)N(C1=O)CC(C)C